N-(3-(2-((4-methoxybenzyl)amino)-7-methyl-8-oxo-7,8-dihydropyrido[3,4-d]pyrimidin-6-yl)-4-methylphenyl)-3-(trifluoromethyl)benzamide COC1=CC=C(CNC=2N=CC3=C(N2)C(N(C(=C3)C=3C=C(C=CC3C)NC(C3=CC(=CC=C3)C(F)(F)F)=O)C)=O)C=C1